C[S@](=O)(=N)C=1C=C(C=CC1)NC(=O)C=1C(=NC=C(C1)C(F)(F)F)OC1=CC=C(C=C1)OC(F)(F)F |r| Racemic-N-[3-(methylsulfonimidoyl)phenyl]-2-[4-(trifluoromethoxy)phenoxy]-5-(trifluoromethyl)pyridine-3-carboxamide